5-(azetidin-2-ylmethoxy)-2-methyl-N-(1-(naphthalen-1-yl)cyclopropyl)-4-nitrobenzamid N1C(CC1)COC=1C(=CC(=C(C(=O)NC2(CC2)C2=CC=CC3=CC=CC=C23)C1)C)[N+](=O)[O-]